tert-butyl (2-(3-bromo-2-(bromomethyl)-6-fluoro-4-carbonylquinolin-1(4H)-yl)ethyl)(methyl)carbamate BrC1=C(N(C2=CC=C(C=C2C1=C=O)F)CCN(C(OC(C)(C)C)=O)C)CBr